(2S,3S,4R,5S,6S)-2-(acetoxymethyl)-6-(4-(2,6-dimethyl-4-oxoquinazolin-3(4H)-yl)phenoxy)tetrahydro-2H-pyran-3,4,5-triacetic acid C(C)(=O)OC[C@H]1O[C@H]([C@H]([C@@H]([C@@H]1CC(=O)O)CC(=O)O)CC(=O)O)OC1=CC=C(C=C1)N1C(=NC2=CC=C(C=C2C1=O)C)C